2-[2-fluoro-5-methoxy-4-(piperidine-1-carbonyl)phenyl]-4-[[5-(4-methoxy-1-piperidyl)-2-pyridyl]amino]-6H-1,6-naphthyridin-5-one FC1=C(C=C(C(=C1)C(=O)N1CCCCC1)OC)C1=NC=2C=CNC(C2C(=C1)NC1=NC=C(C=C1)N1CCC(CC1)OC)=O